4-bromo-2-(4,4-difluoro-1-piperidyl)thiazole BrC=1N=C(SC1)N1CCC(CC1)(F)F